5-methyl-1-(1-(4-(1-(methylsulfonyl)-1,2,3,6-tetrahydropyridin-4-yl)benzyl)-1H-indol-5-yl)-1H-pyrazole-3-carboxamide CC1=CC(=NN1C=1C=C2C=CN(C2=CC1)CC1=CC=C(C=C1)C=1CCN(CC1)S(=O)(=O)C)C(=O)N